1-(6-methoxypyridin-3-yl)-1H-pyrrole-2,5-dione COC1=CC=C(C=N1)N1C(C=CC1=O)=O